C1CCN2CCCC12COC=1N=C(C2=C(N1)CNCC2)N2C[C@H]1CC[C@@H](C2)N1C(=O)OCC1=CC=CC=C1 Benzyl (1R,5S)-3-(2-((tetrahydro-1H-pyrrolizin-7a(5H)-yl) methoxy)-5,6,7,8-tetrahydropyrido[3,4-d]pyrimidin-4-yl)-3,8-diazabicyclo[3.2.1]octane-8-carboxylate